dioxan O1CCOCC1